tert-butyl-N-((1S)-2-((2-amino-2-isopropyl-2,3-dihydro-1H-inden-5-yl)amino)-1-cyclohexyl-2-oxoethyl)-1-methyl-1H-pyrazole-5-carboxamide C(C)(C)(C)C1=NN(C(=C1)C(=O)N[C@H](C(=O)NC=1C=C2CC(CC2=CC1)(C(C)C)N)C1CCCCC1)C